FC(CC(=O)N(C)[C@@H]1CN(CC1)C1=NC=2N(C=C1)N=CC2C=2C(=NC=CC2)OC)(F)F 3,3,3-trifluoro-N-[(3S)-1-[3-(2-methoxy-3-pyridinyl)pyrazolo[1,5-a]pyrimidin-5-yl]-3-pyrrolidinyl]-N-methylpropanamide